N-(3-(3,3-difluorocyclobutoxy)-4-(1H-imidazol-1-yl)phenyl)-4-(ethylsulfonamido)-2-(6-azaspiro[2.5]octan-6-yl)benzamide FC1(CC(C1)OC=1C=C(C=CC1N1C=NC=C1)NC(C1=C(C=C(C=C1)NS(=O)(=O)CC)N1CCC2(CC2)CC1)=O)F